ClC(C(CC(=O)OC)C)=O Methyl 4-chloro-3-methyl-4-oxobutanoate